N'-((1-((1r,4r)-4-(Cyanomethyl)cyclohexyl)-1,6-dihydroimidazo[4,5-d]pyrrolo[2,3-b]pyridin-2-yl)methoxy)isobutyrimidamide C(#N)CC1CCC(CC1)N1C(=NC=2C1=C1C(=NC2)NC=C1)CON=C(C(C)C)N